COC1(CC(=NC=C1)C1=NC=CC=C1)OC 4,4-dimethoxybipyridine